FC1=CC2=C(C(CO2)C=2CN(CCC2)C(=O)OC(C)(C)C)C=C1 tert-butyl 3-(6-fluoro-2,3-dihydro-1-benzofuran-3-yl)-5,6-dihydro-2H-pyridine-1-carboxylate